Cl.CC=1C=C(C=C(C1O)C)N 3,5-dimethyl-4-hydroxyphenylamine hydrochloride